ClC=1C=C(C(=NC1)OC(F)F)S(=O)(=O)NC1=C(C(=C(C=C1)F)C#C)F 5-chloro-2-(difluoromethoxy)-N-(3-ethynyl-2,4-difluorophenyl)pyridine-3-sulfonamide